CC(=CCC=1C(=C(C(=O)NCC=2C=NC=CC2)C(=CC1O)CCCCC)O)CCC=C(C)C 3-(3,7-dimethylocta-2,6-dien-1-yl)-2,4-dihydroxy-6-pentyl-N-(pyridin-3-ylmethyl)benzamide